N-(2-acetamidobenzyl)-2-acetylenyl-thiazole-4-carboxamide C(C)(=O)NC1=C(CNC(=O)C=2N=C(SC2)C#C)C=CC=C1